N-(6-benzyl-1H-indazol-3-yl)butyramide C(C1=CC=CC=C1)C1=CC=C2C(=NNC2=C1)NC(CCC)=O